4-AZAINDOL N1C=CC2=NC=CC=C12